N(C#N)[S@@](=NC(CC1=C(C=C(C=C1C(C)C)C#N)C(C)C)=O)(=O)C1=C(N=C(S1)C(C)(C)O)CCO (R)-N-(cyanamido(4-(2-hydroxyethyl)-2-(2-hydroxypropan-2-yl)thiazol-5-yl)(oxo)-λ6-sulfaneylidene)-2-(4-cyano-2,6-diisopropylphenyl)acetamide